C(#N)C1(CC1)C(C)N1N=CC(=C1)C(=O)N 1-[1-(1-cyanocyclopropyl)ethyl]pyrazole-4-carboxamide